C(C)(=O)N1CCN(CC1)C1=CC(=C2C(=N1)N(N=C2N)C)C2=CC=C(C=C2)NC(=O)C=2C(N(C=CC2OCC)C2=CC=C(C=C2)F)=O N-(4-(6-(4-acetylpiperazin-1-yl)-3-amino-1-methyl-1H-pyrazolo[3,4-b]pyridin-4-yl)phenyl)-4-ethoxy-1-(4-fluorophenyl)-2-oxo-1,2-dihydropyridine-3-carboxamide